C1=C(C=CC=2C3=CC=C(C=C3C3=CC=CC=C3C12)OCCOC1=C(C2=CC=CC=C2C=C1)C1=C(C=CC2=CC=CC=C12)OCCO)OCCOC1=C(C2=CC=CC=C2C=C1)C1=C(C=CC2=CC=CC=C12)OCCO 2,2'-[triphenylene-2,7-diylbis(oxyethane-2,1-diyloxy[1,1'-binaphthalene]-2',2-diyloxy)]di(ethan-1-ol)